ClC=1C=CC=C2C=CN=C(C12)N(C(C1=C(C=C(C=C1)I)F)=O)[C@H]1CN(CCC1)C(=O)OC(C)(C)C tert-butyl (R)-3-(N-(8-chloroisoquinolin-1-yl)-2-fluoro-4-iodobenzamido)piperidine-1-carboxylate